3-(5-methyl-1,3-thiazol-2-yl)-5-[(3S)-tetrahydro-furan-3-yloxy]-N-{1-[5-(trifluoromethyl)-1,3,4-thiadiazol-2-yl]ethyl}benzamide CC1=CN=C(S1)C=1C=C(C(=O)NC(C)C=2SC(=NN2)C(F)(F)F)C=C(C1)O[C@@H]1COCC1